1-(6-tert-butyl-pyrimidin-4-yl)-2-hydroxy-4-methoxy-3-methyl-2H-pyrrol-5-one C(C)(C)(C)C1=CC(=NC=N1)N1C(C(=C(C1=O)OC)C)O